C[C@H]1N(C[C@H](NC1)C)C=1C2=C(N=CN1)N(C=C2C(F)(F)F)C=2C=C(C(=O)O)C=CN2 2-(4-((2r,5r)-2,5-dimethylpiperazin-1-yl)-5-(trifluoromethyl)-7H-pyrrolo[2,3-d]pyrimidin-7-yl)isonicotinic acid